CSC1=NC(=NC(=N1)NCC)NC(C)(C)C 2-methylsulfanyl-4-ethylamino-6-tertbutylamino-1,3,5-triazine